N-(1-(4-cyclohexylphenyl)-1H-imidazo[4,5-b]pyridin-6-yl)acrylamide C1(CCCCC1)C1=CC=C(C=C1)N1C=NC2=NC=C(C=C21)NC(C=C)=O